(-)-8-((1R,2S,3R)-3-hydroxy-2-methylcyclopentyl)-6-(methyl-d3)-2-((1-(methylsulfonyl)piperidin-4-yl)amino)pyrido[2,3-d]pyrimidin-7(8H)-one O[C@H]1[C@H]([C@@H](CC1)N1C(C(=CC2=C1N=C(N=C2)NC2CCN(CC2)S(=O)(=O)C)C([2H])([2H])[2H])=O)C